FC1=C(C(=C(C(=C1F)C1=C(C(=C(C(=C1F)F)[B-](C1=C(C(=C(C(=C1F)F)C(F)(F)F)F)F)(C1=C(C(=C(C(=C1F)F)C(F)(F)F)F)F)C1=C(C(=C(C(=C1F)F)C(F)(F)F)F)F)F)F)F)F)C=1C=C(C=C(C1)C1=CC=C(C=C1)C=C)C1=CC=C(C=C1)C=C.[Li+] lithium (2'',2''',3'',3''',5'',5''',6'',6'''-octafluoro-4-vinyl-5'-(4-vinylphenyl)-[1,1':3',1'':4'',1'''-quaterphenyl]-4'''-yl)tris(2,3,5,6-tetrafluoro-4-(trifluoromethyl)phenyl)borate